((2R,3S,4R,5R)-5-(4-aminopyrrolo[2,1-f][1,2,4]triazin-7-yl)-5-cyano-3,4-dihydroxytetrahydrofuran-2-yl)methyl ((R)-2-((3,4-dichlorobenzyl)oxy)-3-(octadecyloxy)propyl) hydrogen phosphate P(=O)(OC[C@H]1O[C@@]([C@@H]([C@@H]1O)O)(C#N)C1=CC=C2C(=NC=NN21)N)(OC[C@@H](COCCCCCCCCCCCCCCCCCC)OCC2=CC(=C(C=C2)Cl)Cl)O